4-amino-benzo[d]imidazol-2-one NC1=CC=CC2=NC(N=C21)=O